4-bromo-2-(2-(butan-2-ylidene)hydrazino)-5-fluorobenzoic acid BrC1=CC(=C(C(=O)O)C=C1F)NN=C(C)CC